FC1=C(NC2=CC=C(C=C12)F)C(=O)OCC ethyl 3,5-difluoro-1H-indol-2-carboxylate